ClC=1C=C(C=CC1)S(=O)(=O)N1C=C(C2=CC(=CC=C12)N1CCOCC1)C=O 1-((3-chlorophenyl)sulfonyl)-5-morpholino-1H-indole-3-carbaldehyde